[6-[2-(2,2-dimethylpropyl)tetrazol-5-yl]-5-methoxy-3-pyridyl]-[4-(5-methyloxazolo[4,5-b]pyridin-2-yl)piperazin-1-yl]methanone CC(CN1N=C(N=N1)C1=C(C=C(C=N1)C(=O)N1CCN(CC1)C=1OC=2C(=NC(=CC2)C)N1)OC)(C)C